6-((1R,2R)-2-(3-fluoropyridin-2-yl)cyclobutyl)-4-oxo-1-((S)-1-(6-(trifluoromethyl)pyridin-3-yl)ethyl)-4,5-dihydro-1H-pyrazolo[3,4-d]pyrimidine-3-carbonitrile FC=1C(=NC=CC1)[C@H]1[C@@H](CC1)C=1NC(C2=C(N1)N(N=C2C#N)[C@@H](C)C=2C=NC(=CC2)C(F)(F)F)=O